COC(=O)C1=CC=C(C=C1)[C@H]1N(CCC(C1)=C)C(=O)OCC1=CC=CC=C1 benzyl (S)-2-(4-(methoxycarbonyl) phenyl)-4-methylenepiperidine-1-carboxylate